N-(1-methyl-2-(2-(trifluoromethyl)pyrimidin-4-yl)-1H-pyrrolo[3,2-c]pyridin-6-yl)cyclopropanecarboxamide CN1C(=CC=2C=NC(=CC21)NC(=O)C2CC2)C2=NC(=NC=C2)C(F)(F)F